3-[3-methyl-2-oxo-5-(2-[[1-(piperidin-4-yl)azetidin-3-yl]oxy]ethyl)-1,3-benzodiazol-1-yl]piperidine-2,6-dione hydrochloride Cl.CN1C(N(C2=C1C=C(C=C2)CCOC2CN(C2)C2CCNCC2)C2C(NC(CC2)=O)=O)=O